COC=1C=C(C2=C(NC=N2)C1)C1CCN(CC1)C 6-methoxy-4-(1-methylpiperidin-4-yl)-1H-benzo[d]imidazole